1-[(1H-benzimidazol-2-yl)methyl]-2'-(quinolin-3-yl)-5',6'-dihydrospiro[azetidine-3,4'-pyrrolo[1,2-b]pyrazole] N1C(=NC2=C1C=CC=C2)CN2CC1(CCN3N=C(C=C31)C=3C=NC1=CC=CC=C1C3)C2